[P].C1CC12CCNCC2 6-azaspiro[2.5]octane Phosphorus